(2-bromo-6-fluorophenyl)(trimethyl)silane BrC1=C(C(=CC=C1)F)[Si](C)(C)C